C(CCCCCCCC)N(CCCNC1=NC(=NC(=N1)NCCCN(CCCCCCCCC)CCCCCCCCC)NCCCN(CCCCCCCCC)CCCCCCCCC)CCCCCCCCC N2,N4,N6-tris(3-(dinonylamino)propyl)-1,3,5-triazine-2,4,6-triamine